{1-[(3,3-difluorocyclobutyl)methyl]-1H-pyrazol-4-yl}-7-[(7-fluoro-2-methyl-1H-1,3-benzodiazol-6-yl)oxy]-8-(2,2,5,5-tetramethyl-2,5-dihydrofuran-3-yl)quinoxaline FC1(CC(C1)CN1N=CC(=C1)C1=NC2=C(C(=CC=C2N=C1)OC=1C=CC2=C(NC(=N2)C)C1F)C=1C(OC(C1)(C)C)(C)C)F